N1(CC(C1)O)C1CNC1 [1,3'-biazetidin]-3-ol